(S)-11-(chloromethyl)-4-ethyl-8-fluoro-4-hydroxy-9-methyl-1,12-dihydro-14H-pyrano[3',4':6,7]indolizino[1,2-b]quinoline-3,14(4H)-dione ClCC1=C2C(=NC=3C=C(C(=CC13)C)F)C1=CC3=C(C(N1C2)=O)COC([C@]3(O)CC)=O